5-(4-Chloro-3-methoxy-phenyl)-2,3-dihydro-benzo[1,4]dioxine ClC1=C(C=C(C=C1)C1=CC=CC=2OCCOC21)OC